(1s,3s)-1-(methoxymethyl)-3-(3-(6-(1-methyl-1H-pyrazol-4-yl)pyrrolo[1,2-b]pyridazin-4-yl)-3,8-diazabicyclo[3.2.1]octan-8-yl)cyclobutane-1-carbonitrile COCC1(CC(C1)N1[C@@H]2CN(CC1CC2)C=2C=1N(N=CC2)C=C(C1)C=1C=NN(C1)C)C#N